(2,6-dimethylpyridin-3-yl)boronic acid CC1=NC(=CC=C1B(O)O)C